[K+].C(CCCCCCCCC)S(=O)(=O)[O-] decanesulfonate potassium salt